C(C)(=O)C1=CC(=C(C=C1)CC(=O)OCC)OCC=1C=C(C2=C(C=C(O2)F)C1)C1=CC(=NC=C1)CNS(=O)C(C)(C)C ethyl 2-(4-acetyl-2-((7-(2-((1,1-dimethylethylsulfinamido)methyl)pyridin-4-yl)-2-fluorobenzofuran-5-yl)methoxy)phenyl)acetate